1-(6-Fluoronaphthalen-1-yl)cyclopropanamine FC=1C=C2C=CC=C(C2=CC1)C1(CC1)N